CC=1CC[C@H]([C@@H](C1)C=1C(=CC(=CC1O)\C=C\CCCCCC)O)C(=C)C (1'R,2'R)-5'-methyl-4-((E)-oct-1-en-1-yl)-2'-(prop-1-en-2-yl)-1',2',3',4'-tetrahydro-[1,1'-biphenyl]-2,6-diol